N-(4-(chlorodifluoromethoxy)phenyl)-4-(2-(5-fluoropyrimidin-2-yl)-2,4-dihydropyrazolo[3',4':3,4]cyclopenta[1,2-b]pyridin-7-yl)-3,3-dimethyl-2-oxoindoline-6-carboxamide ClC(OC1=CC=C(C=C1)NC(=O)C1=CC(=C2C(C(NC2=C1)=O)(C)C)C=1C=C2C(=NC1)CC=1C2=NN(C1)C1=NC=C(C=N1)F)(F)F